2-(3'-(9,9-dimethyl-9H-fluoren-2-yl)biphenyl-3-yl)-4,6-diphenyl-1,3,5-triazine CC1(C2=CC=CC=C2C=2C=CC(=CC12)C=1C=C(C=CC1)C1=CC(=CC=C1)C1=NC(=NC(=N1)C1=CC=CC=C1)C1=CC=CC=C1)C